[N-]=C=O.[N-]=C=O.C1(=CC=C(C=C1)C)C para-xylene diisocyanate